C[C@H]1N(CCOC1)C=1C2=C(N=C(N1)C1=C3C(=NC=C1)NC=C3)C(=CS2)C(C#N)(C)S(=O)(=O)C 2-(4-((R)-3-methylmorpholinyl)-2-(1H-pyrrolo[2,3-b]pyridin-4-yl)thieno[3,2-d]pyrimidin-7-yl)-2-(methylsulfonyl)propionitrile